(E)-3-(4-azidostyryl)-2,5,6-trimethyl-1H,7H-pyrazolo[1,2-a]pyrazole-1,7-dione N(=[N+]=[N-])C1=CC=C(/C=C/C2=C(C(N3N2C(=C(C3=O)C)C)=O)C)C=C1